C12(CC(C1)C2)C(=O)N2CCC(CC2)N2CC(C2)NC2=CC(=C(C(=O)N(C)C)C=C2)Cl 4-(1-(1-(bicyclo[1.1.1]pentane-1-carbonyl)piperidin-4-yl)azetidin-3-ylamino)-2-chloro-N,N-dimethylbenzamide